C(C)(C)(C)OC(=O)N([C@H](C(=O)O)CO)C (2S)-2-[tert-butoxycarbonyl-(methyl)amino]-3-hydroxy-propanoic acid